C#CC#CC#CC heptatriyne